CC(C(=O)N1C(CCCC1)C=1NC=C(N1)C1=CC=CC=C1)CSC 2-methyl-3-(methylthio)-1-(2-(4-phenyl-1H-imidazol-2-yl)piperidin-1-yl)propan-1-one